BrC=1C=C(N(C1C(C(=O)N1CCC(CC1)O)(F)F)C)C(=O)NC1=CC(=C(C=C1)F)C 4-bromo-5-(1,1-difluoro-2-(4-hydroxypiperidin-1-yl)-2-oxoethyl)-N-(4-fluoro-3-methylphenyl)-1-methyl-1H-pyrrole-2-carboxamide